[Si](C)(C)(C(C)(C)C)OC1CN(C1)C1=NN(C(C=C1)=O)C=1C=CC(=NC1)N[C@@H]1C[C@@H](CC1)CNC(=O)C1=CC(=NO1)C N-[[(1R,3S)-3-[[5-[3-[3-[tert-butyl(dimethyl)silyl]oxyazetidin-1-yl]-6-oxo-pyridazin-1-yl]-2-pyridyl]amino]cyclopentyl]methyl]-3-methyl-isoxazole-5-carboxamide